NC1=CC(=C(OC=2C=C3CCN(C(C3=CC2)=O)CC2=CC=C(C=C2)OC(F)(F)F)C(=C1)Cl)Cl 6-(4-amino-2,6-dichlorophenoxy)-2-(4-(trifluoromethoxy)benzyl)-3,4-dihydro-isoquinolin-1(2H)-one